N,N-dimethyl-2-(pyrimidin-4-yl)ethen-1-amine CN(C=CC1=NC=NC=C1)C